BrC=1C=C(C=CC1)C1(COC1)C(C1=NN=CN1CC)F 3-((3-(3-bromophenyl)oxetan-3-yl)fluoromethyl)-4-ethyl-4H-1,2,4-triazole